NCC(C1=CC=CC=C1)N1N=C(C(=C1)C1=C(C(=NC=N1)N)C1=CC=C(C=C1)Cl)F 6-[1-(2-amino-1-phenylethyl)-3-fluoro-1H-pyrazol-4-yl]-5-(p-chlorophenyl)-4-pyrimidinylamine